ClC1=CC2=C(N=C(N2)CCN)C=C1 2-(5-chloro-3H-1,3-benzodiazol-2-yl)ethanamine